1-(2,4-dichlorophenyl)propan-1-one Methyl-(S)-(5-((2-amino-2,4-dimethylpent-4-en-1-yl)oxy)-6-(difluoromethyl)-[2,4'-bipyridin]-2'-yl)carbamate CN(C(O)=O)C1=NC=CC(=C1)C1=NC(=C(C=C1)OC[C@@](CC(=C)C)(C)N)C(F)F.ClC1=C(C=CC(=C1)Cl)C(CC)=O